5-amino-8-[2-(hydroxymethyl)-6-methoxy-4-pyridinyl]-2-[(5-methyl-oxazol-4-yl)methyl]-7-phenyl-[1,2,4]triazolo[4,3-c]pyrimidin-3-one NC1=NC(=C(C=2N1C(N(N2)CC=2N=COC2C)=O)C2=CC(=NC(=C2)OC)CO)C2=CC=CC=C2